1-(((3S)-1-((3-cyano-1-azetidinyl)sulfonyl)-3-piperidinyl)carbonyl)-N-((1R)-1-(2,3-difluorophenyl)ethyl)-D-prolinamide C(#N)C1CN(C1)S(=O)(=O)N1C[C@H](CCC1)C(=O)N1[C@H](CCC1)C(=O)N[C@H](C)C1=C(C(=CC=C1)F)F